FC(OC=1C=C2C=NN(C2=C(C1)C(=O)O)CC=1C=NC(=NC1)C1=CC(=CC(=C1)OC)F)F 5-(difluoromethoxy)-1-((2-(3-fluoro-5-methoxyphenyl)pyrimidin-5-yl)methyl)-1H-indazole-7-carboxylic acid